(R)-N-((R/S)-1-(3-((R/S)-1,1-difluoro-2,3-dihydroxy-2-methylpropyl)-2-fluorophenyl)ethyl)-2-methylpropane-2-sulfinamide FC([C@](CO)(C)O)(F)C=1C(=C(C=CC1)[C@@H](C)N[S@](=O)C(C)(C)C)F |&1:2,14|